FC1(C(C1)NC(C1=C(C=C(C=C1)B1OC(C(O1)(C)C)(C)C)OC)=O)F N-(2,2-difluorocyclopropyl)-2-methoxy-4-(4,4,5,5-tetramethyl-1,3,2-dioxaborolan-2-yl)benzamide